ClC=1C(=NC(=C(C1)Cl)Cl)OCC(=O)OCCOCCCC 2-[(3,5,6-trichloro-2-pyridinyl)oxy]acetic acid, butoxy-ethyl ester